C[Si]1(CCN(CC1)C=1C=C(C=CC1C(NC=1C(N(C=CC1)C1CCOCC1)=O)=O)NS(=O)(=O)CC(=O)OCC)C ethyl 2-(N-(3-(4,4-dimethyl-1,4-azasilinan-1-yl)-4-((2-oxo-1-(tetrahydro-2H-pyran-4-yl)-1,2-dihydropyridin-3-yl)carbamoyl)phenyl)sulfamoyl)acetate